NC1=C(C=C(C=N1)C=1C=NC=CC1)O[C@H](C)C=1C=C(C=CC1)NC(C1=CC(=CC=C1)C(F)(F)F)=O (R)-N-(3-(1-((6-Amino-[3,3-bipyridin]-5-yl)oxy)ethyl)phenyl)-3-(trifluoromethyl)benzamid